N1=CSC=2N=C3N(C(C21)=O)CCC3 6,7-dihydropyrrolo[1,2-a]thiazolo[5,4-d]pyrimidin-9(5H)-one